FC1=CC=C(C=C1)C1(C=CC2=C(O1)C=1C=C(C(=CC1C1=C2C(C2=CC=CC=C21)(C)C)N2C(CC(CC2)CCC(=O)O)C(=O)O)OC)C2=CC=C(C=C2)OC 3-(4-fluorophenyl)-3-(4-methoxyphenyl)-6-methoxy-7-(4-(2-hydroxycarbonylethyl)carboxypiperidin-1-yl)-13,13-dimethyl-3H,13H-indeno[2',3':3,4]naphtho[1,2-b]pyran